N1=C(C=NC=C1)C1=CC=C(C=C1)NC=1C=C(C(=O)N)C=CC1 3-((4-(pyrazin-2-yl)phenyl)amino)benzamide